C(#N)C1=CC(=C(S1)NC(C)=O)C(=O)NC1C(NC(CC1)=O)=O 5-cyano-N-(2,6-dioxopiperidin-3-yl)-2-acetamidothiophene-3-carboxamide